CC1=C(C=C(C=C1)NC1CN(C1)C(=O)OC(C)(C)C)C(NC1(CC1)C1=CC=CC2=CC=CC=C12)=O tert-butyl 3-((4-methyl-3-((1-(naphthalen-1-yl)cyclopropyl)carbamoyl)phenyl)amino)azetidine-1-carboxylate